ClC1=CC(=C(N=N1)OC1C[C@@H]2[C@@H](CN(C2)C(=O)OC(C)(C)C)C1)C(F)(F)F tert-Butyl (3aR,5s,6aS)-5-((6-chloro-4-(trifluoromethyl)pyridazin-3-yl)oxy)hexahydrocyclopenta[c]pyrrole-2(1H)-carboxylate